6-(2,4-dimethoxypyrimidine-5-yl)-4-((1S,2R)-2-isopropylcyclopropyl)-2-methylpyridazin-3(2H)-one COC1=NC=C(C(=N1)OC)C=1C=C(C(N(N1)C)=O)[C@@H]1[C@H](C1)C(C)C